3-[6-(6-cyclopentylsulfanyl-pyridin-2-yl)-naphthalen-2-yl]-propionic acid C1(CCCC1)SC1=CC=CC(=N1)C=1C=C2C=CC(=CC2=CC1)CCC(=O)O